C1(CC1)N1C(=NC=C1)N1CCC(CC1)(C(=O)O)CC(=O)N(C1=CC=CC=C1)C1=CC=CC=C1 1-(1-cyclopropyl-1H-imidazol-2-yl)-4-(2-(diphenylamino)-2-oxoethyl)piperidine-4-carboxylic acid